3-Mercaptopropylmethyldimethoxysilan SCCC[Si](OC)(OC)C